Cl.Cl.O1C(=CC=C1)CC1=C(C2=NC=CC(=C2S1)N)C [(furan-2-yl)methyl]-3-methylthieno[3,2-b]pyridin-7-amine dihydrochloride